N-((2R,3S)-1-(3-((2-(3-chloro-1-(2-hydroxyethyl)-1H-pyrazol-4-yl)pyrimidin-4-yl)amino)-5-isopropylisoquinolin-8-yl)-2-methylazetidin-3-yl)-N-methylmethanesulfonamide ClC1=NN(C=C1C1=NC=CC(=N1)NC=1N=CC2=C(C=CC(=C2C1)C(C)C)N1[C@@H]([C@H](C1)N(S(=O)(=O)C)C)C)CCO